CN(C)C1=NC=NC2=C1N=CN2[C@H]3[C@@H]([C@@H]([C@H](O3)CO)O)O 6-dimethyladenosine